ClC chlorocarban